[Si](C)(C)(C(C)(C)C)OC[C@H](C1=CC(=CC=C1)Cl)N1C(C=C(C=C1)C=1C=C2C(=NN(C2=CC1)C1OCCCC1)C)=O 1-((S)-2-((tert-butyldimethylsilyl)oxy)-1-(3-chlorophenyl)ethyl)-4-(3-methyl-1-(tetrahydro-2H-pyran-2-yl)-1H-indazol-5-yl)pyridin-2(1H)-one